The molecule is a coenzyme variant specific to Mycobacterium tuberculosis. It has a role as a coenzyme. It is an oligopeptide, a member of pyrimidoquinolines and a ribitol phosphate. It derives from a 7,8-didemethyl-8-hydroxy-5-deazariboflavin. C[C@@H](C(=O)N[C@@H](CCC(=O)N[C@@H](CCC(=O)N[C@@H](CCC(=O)N[C@@H](CCC(=O)N[C@@H](CCC(=O)N[C@@H](CCC(=O)O)C(=O)O)C(=O)O)C(=O)O)C(=O)O)C(=O)O)C(=O)O)OP(=O)(O)OC[C@H]([C@H]([C@H](CN1C2=CC(=O)C=CC2=CC3=C1NC(=O)NC3=O)O)O)O